9-(dicyanomethylene)-9H-indeno[1,2-b]pyrazine-2,3-dicarbonitrile C(#N)C(=C1C=2C=CC=CC2C2=NC(=C(N=C21)C#N)C#N)C#N